((1,2,3,5,6,7-hexahydro-s-indacen-4-yl)carbamoyl)-5',7'-dihydrospiro[cyclopropane-1,6'-pyrazolo[5,1-b][1,3]oxazine] C1CCC2=C(C=3CCCC3C=C12)NC(=O)C1=NN2C(OCC3(C2)CC3)=C1